N-(4-((S)-2-(3-Chloro-2-fluorophenyl)propyl)-6-(((R)-1-hydroxy-4-methylpentan-2-yl)amino)-1,3,5-triazin-2-yl)methanesulfonamide ClC=1C(=C(C=CC1)[C@H](CC1=NC(=NC(=N1)N[C@@H](CO)CC(C)C)NS(=O)(=O)C)C)F